(1-(1-(quinolin-6-yl)-1H-indol-4-yl)ethyl)morpholine N1=CC=CC2=CC(=CC=C12)N1C=CC2=C(C=CC=C12)C(C)N1CCOCC1